C1(CCCC1)NC1=NC2=CC=CC=C2C(=N1)NCC1=CC(=C(C=C1)Cl)Cl N2-cyclopentyl-N4-(3,4-dichlorobenzyl)quinazoline-2,4-diamine